dibenzyl-cyclooctyne C(C1=CC=CC=C1)C1(C#CCCCCC1)CC1=CC=CC=C1